N(=C=O)C1=CC=C(C=C1)OP(=S)(OC1=CC=C(C=C1)N=C=O)OC1=CC=C(C=C1)N=C=O tris-(4-isocyanatophenyl)-thiophosphate